ClC=1C=C2C(CN(CC2=C(C1)Cl)C)C=1C=C(C=CC1)S(=O)(=O)NCCOCCOCCOCCNC(C1=CC(C(=O)NCCOCCOCCOCCNS(=O)(=O)C2=CC(=CC=C2)C2CN(CC3=C(C=C(C=C23)Cl)Cl)C)=CC=C1)=O N1,N3-bis(2-(2-(2-(2-(3-(6,8-dichloro-2-methyl-1,2,3,4-tetrahydroisoquinolin-4-yl)phenylsulfonamido)ethoxy)ethoxy)ethoxy)-ethyl)isophthalamide